BrC1=CC=C(C=C1)N1CCN(CCC1)C(=O)OC(C)(C)C tert-butyl 4-(4-bromophenyl)-1,4-diazepane-1-carboxylate